C[C@H]([C@@H](C(=O)O)NC(=O)NC1=C2C(=NC=N1)N(C=N2)[C@H]3[C@@H]([C@@H]([C@H](O3)CO)O)O)O N6-carbamoylthreonyladenosine